COC=1C=C(C=CC1OC)C=1C=C(OC1)C(CCC(=O)O)=O 4-(4-(3,4-dimethoxyphenyl)furan-2-yl)-4-oxobutanoic acid